C1(CC1)C=1OC(=NN1)C=1C(=NC=NC1OC)OC 2-cyclopropyl-5-(4,6-dimethoxypyrimidin-5-yl)-1,3,4-oxadiazole